ClC=1C=CC=C2C=CN(C(C12)=O)C1=NNC=C1 8-chloro-2-(1H-pyrazol-3-yl)isoquinolin-1(2H)-one